3-(2-(1H-indol-7-yl)-9H-carbazol-4-yl)-N,N-dimethylacrylamide N1C=CC2=CC=CC(=C12)C1=CC=2NC3=CC=CC=C3C2C(=C1)C=CC(=O)N(C)C